O1COC2=C1C=CC(=C2)NC2=NC=C(C(=C2)N2C=NC(=C2)C(=O)NC(CO)C2=CC(=CC=C2)Cl)C 1-(2-(benzo[d][1,3]dioxol-5-ylamino)-5-methylpyridin-4-yl)-N-(1-(3-chlorophenyl)-2-hydroxy-ethyl)-1H-imidazole-4-amide